3-[(2-Chloroacetyl)-[[2-[[(E)-3-(4-chloro-2-fluoro-phenyl)prop-2-enoyl]amino]-4-methyl-pentanoyl]amino]amino]propanamide ClCC(=O)N(CCC(=O)N)NC(C(CC(C)C)NC(\C=C\C1=C(C=C(C=C1)Cl)F)=O)=O